2-bromobenzamide BrC1=C(C(=O)N)C=CC=C1